((1r,3r)-3-(4-(2-(4-((4-(5-methyl-1,3,4-oxadiazol-2-yl)pyrimidin-2-yl)oxy)phenyl)propan-2-yl)phenoxy)cyclobutyl)tert-butyl carbamate C(N)(OC(CC1CC(C1)OC1=CC=C(C=C1)C(C)(C)C1=CC=C(C=C1)OC1=NC=CC(=N1)C=1OC(=NN1)C)(C)C)=O